C(C)(C)OC=1C=NC(=NC1)C1=NSC(=N1)NC1=NC=CC=C1C 3-(5-isopropoxy-pyrimidin-2-yl)-N-(3-methylpyridin-2-yl)-1,2,4-thiadiazol-5-amine